COC(C1=C(C=C(C(=C1)C1CC1)COCC1(CN(C1)C(CC)C1=CC(=CC(=C1)F)F)F)F)=O 5-cyclopropyl-4-(((1-(1-(3,5-difluorophenyl)propyl)-3-fluoroazetidin-3-yl)methoxy)methyl)-2-fluorobenzoic acid methyl ester